C(=O)[O-].FC1=C(C=CC(=C1F)OC)C1=CN=C2N1C=CN=C2NC2=CC(=C(C(=O)NCCOCC[N+](C)(C)C)C=C2)CC 2-(2-(4-((3-(2,3-difluoro-4-methoxyphenyl)imidazo[1,2-a]pyrazin-8-yl)amino)-2-ethylbenzamido)ethoxy)-N,N,N-trimethylethanaminium formate